C(C)(C)(C)C=1C(=CC(=C(C1)C(CS)(CCCCCCCCCCCCCC)C1=C(C=C(C(=C1)C(C)(C)C)O)C)C)O 2,2-bis(5-tert-butyl-4-hydroxy-2-methylphenyl)-4-n-dodecyl-mercaptobutane